(S,10Z,13Z)-12-benzyloxy-hexacosanedienoic acid C(C1=CC=CC=C1)O[C@H](CCCCCCC=CC=CC(=O)O)CCCCCCCCCCCCCC